ClC1=NC(=NC(=N1)Cl)P(=O)(C1=CC=CC=C1)OC 2,4-dichloro-6-(methoxyphenylphosphinoyl)-1,3,5-triazine